tert-Butyl-7-methyl-8-((3,4,5-trifluorophenyl)carbamoyl)-3a,4,10,10a-tetrahydro-1H,7H-dipyrrolo[3,4-b:3',4'-f][1,4,5]oxathiazocin-2(3H)-carboxylat-5,5-dioxid C(C)(C)(C)C1N(CC2NS(C=3C(OCC21)=C(N(C3)C)C(NC3=CC(=C(C(=C3)F)F)F)=O)(=O)=O)C(=O)[O-]